(Z)-3-fluoro-N-(2-(2-((4-morpholinylphenyl)amino)quinazolin-8-yl)pyridin-4-yl)but-2-enamide F\C(=C/C(=O)NC1=CC(=NC=C1)C=1C=CC=C2C=NC(=NC12)NC1=CC=C(C=C1)N1CCOCC1)\C